C1(CC1)CN1CC2=CC(=CC=C2CC1)N(C=1C=CC(N(C1)C)=O)C 5-((2-(cyclopropylmethyl)-1,2,3,4-tetrahydroisoquinolin-7-yl)(methyl)amino)-1-methylpyridin-2(1H)-one